P(=O)(O)([O-])[O-].[Na+].[Na+].C(=O)C1=NC=CC(=C1)NS(=O)(=O)C1CC1 N-(2-formylpyridin-4-yl)cyclopropanesulfonamide disodium hydrogen phosphate